C(CCCCC)C1=NC2=CC=CC=C2C=C1 hexylquinolin